7-Chloro-8-[(2s,5r)-4-[(4-fluorophenyl)(phenyl)methyl]-2,5-dimethylpiperazin-1-yl]-5-methyl-6-oxo-5,6-dihydro-1,5-naphthyridine-2-carbonitrile ClC=1C(N(C=2C=CC(=NC2C1N1[C@H](CN([C@@H](C1)C)C(C1=CC=CC=C1)C1=CC=C(C=C1)F)C)C#N)C)=O